2,7-bis(9H-carbazol-9-yl)benzo[b]benzo[4,5]thieno[2,3-d]thiophene C1=CC=CC=2C3=CC=CC=C3N(C12)C=1C=CC2=C(SC3=C2SC2=C3C=CC(=C2)N2C3=CC=CC=C3C=3C=CC=CC23)C1